COC(NS(=O)(=O)C1=C(C=C(C=C1)CC(C)C)C1=CC(=C(C=C1)CN1C(=NC=C1)C(C)C)F)=O ((3'-fluoro-5-isobutyl-4'-((2-isopropyl-1H-imidazol-1-yl)methyl)-[1,1'-biphenyl]-2-yl)sulfonyl)carbamic acid methyl ester